4-(3-(1-(2-cyanoethyl)-1H-pyrazol-4-yl)-6-(3,5-dimethylisoxazol-4-yl)-1H-pyrrolo[3,2-b]pyridin-1-yl)-3,5-diethoxybenzoic acid C(#N)CCN1N=CC(=C1)C1=CN(C=2C1=NC=C(C2)C=2C(=NOC2C)C)C2=C(C=C(C(=O)O)C=C2OCC)OCC